di-tert-butyl ((3-methyl-5-(2-methyl-4-(6-(trifluoromethyl) quinazolin-2-yl) phenyl)-4-oxo-4,5,6,7-tetrahydropyrazolo[1,5-a]pyrazin-2-yl) methyl) phosphate P(=O)(OC(C)(C)C)(OC(C)(C)C)OCC1=NN2C(C(N(CC2)C2=C(C=C(C=C2)C2=NC3=CC=C(C=C3C=N2)C(F)(F)F)C)=O)=C1C